[8-(2,2-difluoroethyl)-5-oxa-8-azaspiro[3.5]nonan-2-yl]-[4-[5-(7,8-dimethyl-[1,2,4]triazolo[1,5-a]pyridin-6-yl)-4-isopropyl-3-methyl-6H-thieno[2,3-b]pyrrol-2-yl]-1-piperidyl]methanone FC(CN1CCOC2(CC(C2)C(=O)N2CCC(CC2)C2=C(C3=C(NC(=C3C(C)C)C=3C(=C(C=4N(C3)N=CN4)C)C)S2)C)C1)F